N,N-diethyl-N-methyl-N-(2-methoxyethyl)ammonium bis(trifluoromethanesulfonyl)imide salt [N-](S(=O)(=O)C(F)(F)F)S(=O)(=O)C(F)(F)F.C(C)[N+](CCOC)(C)CC